4-(1-Hydroxyethyl)-1-((2-(trimethylsilyl)ethoxy)methyl)pyridin-2(1H)-one OC(C)C1=CC(N(C=C1)COCC[Si](C)(C)C)=O